C(C)(C)(C)OC(=O)N1CCC(CC1)NCC1=C(C(=C(C=C1)F)F)F 4-{[(2,3,4-Trifluorophenyl)methyl]amino}piperidine-1-carboxylic acid tert-butyl ester